α,β-diphenylethane C1(=CC=CC=C1)CCC1=CC=CC=C1